F[C@@H]1C[C@@]2(CCCN2C1)COC1=NC2=C(C(=CC=C2C(=N1)N1CC2CCC(C1)N2CCO)C2=CC=CC=1C=CC(C(C21)C#C)(O)F)F 4-(2-{[(2R,7aS)-2-fluoro-hexahydro-1H-pyrrolizin-7a-yl]methoxy}-8-fluoro-4-[8-(2-hydroxyethyl)-3,8-diazabicyclo[3.2.1]octan-3-yl]quinazolin-7-yl)-5-ethynyl-6-fluoronaphthalene-6-ol